di-tert-butyl piperazine-1,4-dicarboxylate N1(CCN(CC1)C(=O)OC(C)(C)C)C(=O)OC(C)(C)C